COCC1=NC=CC(N1)=O 2-(methoxymethyl)pyrimidin-4(3H)-one